(benzyl-(1,3-dioxoisoindolin-2-yl)carbamoyl)-L-phenylalanine methyl ester COC([C@@H](NC(N(N1C(C2=CC=CC=C2C1=O)=O)CC1=CC=CC=C1)=O)CC1=CC=CC=C1)=O